tert-butyl-cyclopent-3-en-1-yloxy-biphenyl C(C)(C)(C)C=1C(=C(C=CC1)C1=CC=CC=C1)OC1CC=CC1